FC=1C=C(C=C(C1)F)C1(CC1)N 1-(3,5-difluorophenyl)cyclopropane-1-amine